NC1=NC=C(C=C1C=1C=C2CCNC(C2=CC1F)=O)C1=CC=C(C=C1)N1[C@@H]2CN([C@H](C1)C2)CC(F)(F)F 6-(2-amino-5-(4-((1S,4S)-5-(2,2,2-trifluoroethyl)-2,5-diazabicyclo[2.2.1]heptan-2-yl)phenyl)pyridin-3-yl)-7-fluoro-3,4-dihydroisoquinolin-1(2H)-one